FC1=CC(=CC2=C1B(OC2)O)NC2=NC=C(C(=N2)NC2=CC=CC=C2)C 7-fluoro-5-((5-methyl-4-(phenylamino)pyrimidin-2-yl)amino)benzo[c][1,2]oxaborol-1(3H)-ol